OCC(COCCCCCCCC)N oxyl-3-(octyloxy)propan-2-amine